ClC1=CC=C(C=C1)C(C(=O)N1CCN(CC1)C=1C2=C(N=CN1)[C@@H](C[C@H]2C)O)CN[C@@H]([C@H](C2=CC=CC=C2)O)C 2-(4-chlorophenyl)-3-((1S,2R)-1-hydroxy-1-phenylpropan-2-ylamino)-1-(4-((5R,7R)-7-hydroxy-5-methyl-6,7-dihydro-5H-cyclopenta[d]pyrimidin-4-yl)piperazin-1-yl)propan-1-one